C(C)(C)(C)OC(N[C@@H]1CN(CC1)C1CC(OCC1)(C)C)=O.[N+](=O)([O-])C1=CN=C(S1)N1C(CCCC1)=O 1-(5-Nitrothiazol-2-yl)piperidin-2-one Tert-butyl-(3S)-1-(2,2-dimethyltetrahydro-2H-pyran-4-yl)pyrrolidin-3-ylcarbamate